2-chloro-5-methyl-6,7-dihydro-5H-cyclopenta[b]pyridine-3-carboxylic acid ClC1=C(C=C2C(=N1)CCC2C)C(=O)O